ClC=1C=C(C=C(C1)Cl)C=1N=CC=C2C(=C(C=NC12)C(=O)N[C@H]1CCOC2=CC=CC=C12)N(C)C 8-(3,5-dichlorophenyl)-N-[(4S)-3,4-dihydro-2H-chromen-4-yl]-4-(dimethylamino)-1,7-naphthyridine-3-carboxamide